BrC=1C=C2C(N(C(C2=CC1)(OCC1CC1)C1=CC=C(C=C1)Cl)CC1=NC=C(C#N)C=C1)=O 6-((5-bromo-1-(4-chlorophenyl)-1-(cyclopropylmethoxy)-3-oxoisoindolin-2-yl)methyl)nicotinonitrile